3-(3-(cyanomethyl)-3-(3-(1,3-dioxoisoindolin-2-yl)-4-(7-((2-(trimethylsilyl)ethoxy)methyl)-7H-pyrrolo[2,3-d]pyrimidin-4-yl)-1H-pyrazol-1-yl)azetidin-1-yl)-3-oxopropionitrile C(#N)CC1(CN(C1)C(CC#N)=O)N1N=C(C(=C1)C=1C2=C(N=CN1)N(C=C2)COCC[Si](C)(C)C)N2C(C1=CC=CC=C1C2=O)=O